(R)-3-(3-chloro-4-fluorophenyl)-1-(8-fluoro-6-oxo-1,4,5,6-tetrahydro-2H-pyrano[3,4-c]isoquinolin-1-yl)-1-(2-hydroxy-2-methylpropyl)urea ClC=1C=C(C=CC1F)NC(N(CC(C)(C)O)[C@H]1COCC=2NC(C=3C=C(C=CC3C21)F)=O)=O